N-(2-phthalimidoethyl)piperazine C1(C=2C(C(N1CCN1CCNCC1)=O)=CC=CC2)=O